C1(=CC=C(C=C1)C(C(=O)O)C[Si](C1=CC=CC=C1)(C)C)C1=CC=CC=C1 2-((1,1'-biphenyl)-4-yl)-3-(dimethyl-(phenyl)silyl)propionic acid